CS(=O)(=O)C1=NN=CN1 3-(methylsulfonyl)-4H-1,2,4-triazole